geranyl propionate (Geranyl propionate) C(\C=C(/C)\CCC=C(C)C)C(C(=O)O)C.C(CC)(=O)OC\C=C(/C)\CCC=C(C)C